4-isopropyl-4'-methyldiphenyliodonium Tetrakis(pentafluorophenyl)borate [B-](C1=C(C(=C(C(=C1F)F)F)F)F)(C2=C(C(=C(C(=C2F)F)F)F)F)(C3=C(C(=C(C(=C3F)F)F)F)F)C4=C(C(=C(C(=C4F)F)F)F)F.CC1=CC=C(C=C1)[I+]C2=CC=C(C=C2)C(C)C